OC1=CNC=C1C#N (3S,4S)-3-hydroxy-4-cyanopyrrole